ClC=1C=C2[C@@H](CN(CC2=C(C1)C)C)C=1C=C(C=CC1)S(=O)(=O)N1CCC(CC1)NC(CCCNC(NCCCCNC(NCCCC(=O)NC1CCN(CC1)S(=O)(=O)C1=CC(=CC=C1)[C@@H]1CN(CC2=C(C=C(C=C12)Cl)C)C)=O)=O)=O N1,N18-Bis(1-[(3-[(S)-6-chloro-2,8-dimethyl-1,2,3,4-tetrahydroisoquinolin-4-yl]phenyl)sulfonyl]piperidin-4-yl)-6,13-dioxo-5,7,12,14-tetraazaoctadecanediamide